FC(OCC12CCC(CC1)C2)F 4-((difluoromethoxy)methyl)bicyclo[2.2.1]heptane